(2S)-5,5-dimethyl-2-[(2S,3S)-3-methyl-2-{[(2R)-morpholin-2-yl]formamido}pentanamido]hexanoic acid CC(CC[C@@H](C(=O)O)NC([C@H]([C@H](CC)C)NC(=O)[C@H]1CNCCO1)=O)(C)C